C(C1=CC=CC=C1)OC(=O)N1C(CC(CC1)CN[C@H]1[C@@H](C1)C1=CC=CC=C1)(C)F fluoro-2-methyl-4-(((trans-2-phenylcyclopropyl)amino)methyl)piperidine-1-carboxylic acid benzyl ester